tert-butyl ((2'',3-difluoro-3'',5-dimethoxy-2'-methyl-[1,1':3',1''-terphenyl]-4-yl)methyl)carbamate FC1=C(C=CC=C1OC)C=1C(=C(C=CC1)C1=CC(=C(C(=C1)OC)CNC(OC(C)(C)C)=O)F)C